N-(2-cyclopropyl-4-fluorophenyl)-2-(4-((4,7-difluoro-1,3-dioxoisoindol-2-yl)methyl)piperidin-1-yl)-N-(7-nitrobenzo[c][1,2,5]oxadiazol-4-yl)acetamide C1(CC1)C1=C(C=CC(=C1)F)N(C(CN1CCC(CC1)CN1C(C2=C(C=CC(=C2C1=O)F)F)=O)=O)C1=CC=C(C2=NON=C21)[N+](=O)[O-]